3-(3',5'-di-tert.Butyl-4-hydroxytoluoyl)-propionate C(C)(C)(C)C1=C(C(=CC(=C1O)C(C)(C)C)C)C(=O)CCC(=O)[O-]